N-hexyl-propionamide ethyl-2'-chloro-6-(cyclopropoxymethyl)-5'-methoxy-(4,4'-bipyridine)-3-carboxylate C(C)OC(=O)C=1C=NC(=CC1C1=CC(=NC=C1OC)Cl)COC1CC1.C(CCCCC)NC(CC)=O